BrC1=C(C=CC=C1)Br 1,2-dibromo-benzene